C(C1=CC=CC=C1)O[C@@H]1[C@@H]2CC[C@H](CC1(OC)OC)N2C(=O)OC(C)(C)C |r| tert-butyl (1S*,2R*,5R*)-(±)-2-(benzyloxy)-3,3-dimethoxy-8-azabicyclo[3.2.1]octane-8-carboxylate